C(C1=CC=CC=C1)OC=1C=CC2=C(C(=C(O2)C)C2(CC2)C#N)C1 1-(5-(benzyloxy)-2-methylbenzofuran-3-yl)cyclopropane-1-carbonitrile